C(C)(C)C1=CC=C(C=C1)CC(C)(C)O 1-(4-isopropylphenyl)-2-hydroxy-2-methylpropan